CC1=CC=CC(=N1)NC1=NC=NC(=C1)N N4-(6-methylpyridin-2-yl)pyrimidine-4,6-diamine